CN1CC=2C=C(C=NC2CC1)NC=1N=CC2=C(N1)CN(CC2)C2=NC=CC=C2 6-methyl-N-[7-(pyridin-2-yl)-5H,6H,7H,8H-pyrido[3,4-d]pyrimidin-2-yl]-5,6,7,8-tetrahydro-1,6-naphthyridin-3-amine